CN(C(=O)C=1C=C(C=CC1)CNC(=O)C1=CC=C2CCC=3C=CC=C1C32)C N-[[3-(dimethylcarbamoyl)-phenyl]methyl]-1,2-dihydroacenaphthylene-5-carboxamide